N2-isopropyl-6-(2-methoxypyridin-3-yl)-N4-(2-(trifluoromethyl)pyridin-4-yl)-1,3,5-triazine-2,4-diamine C(C)(C)NC1=NC(=NC(=N1)NC1=CC(=NC=C1)C(F)(F)F)C=1C(=NC=CC1)OC